FC=1C=C(C(=O)OC)C=C(C1Br)F methyl 3,5-difluoro-4-bromobenzoate